2-(9H-fluoren-9-ylmethoxycarbonylamino)-5-oxo-pentanoic Acid C1=CC=CC=2C3=CC=CC=C3C(C12)COC(=O)NC(C(=O)O)CCC=O